CS(=O)(=O)C1=CC=C(C=C1)C=1C(=NC=NC1C=1C=NN(C1)CC1=CC=C(C=C1)C(F)(F)F)N 5-[p-(methylsulfonyl)phenyl]-6-(1-{[p-(trifluoromethyl)phenyl]methyl}-1H-pyrazol-4-yl)-4-pyrimidinyl-amine